6-Fluoro-9-methoxy-1,4,4-trimethyl-8-(1-methylsulfonyl-1H-indol-3-yl)-5H-[1,2,4]triazolo[4,3-a]quinoxaline FC1=C2NC(C=3N(C2=C(C(=C1)C1=CN(C2=CC=CC=C12)S(=O)(=O)C)OC)C(=NN3)C)(C)C